Cl.NCCC(C(C)C)N1CC2(C1)CN(CC2)C=2N=CN=NC2OC2=C(C(=O)N(C(C)C)CC)C=C(C=C2)F 2-((5-(2-(1-amino-4-methylpentan-3-yl)-2,6-diazaspiro[3.4]octan-6-yl)-1,2,4-triazin-6-yl)oxy)-N-ethyl-5-fluoro-N-isopropylbenzamide hydrochloride